C(C)OC(C1=CC=C(C=C1)CBr)=O 4-(bromomethyl)benzoic acid ethyl ester